The molecule is an acyl-CoA that results from the formal condensation of the thiol group of coenzyme A with the carboxy group of cyclohexane-1-carboxylic acid. It derives from a cyclohexanecarboxylic acid. It is a conjugate acid of a cyclohexane-1-carbonyl-CoA(4-). CC(C)(COP(=O)(O)OP(=O)(O)OC[C@@H]1[C@H]([C@H]([C@@H](O1)N2C=NC3=C(N=CN=C32)N)O)OP(=O)(O)O)[C@H](C(=O)NCCC(=O)NCCSC(=O)C4CCCCC4)O